C(#N)[C@@H](C[C@H]1C(NCCC1)=O)NC(=O)[C@@H]1N([C@@H]2CC([C@H]1CC2)(F)F)C([C@H](CC2CC2)NC=2C=NN(C2)C)=O (1S,3R,4S)-N-((R)-1-cyano-2-((S)-2-oxopiperidin-3-yl)ethyl)-2-((S)-3-cyclopropyl-2-((1-methyl-1H-pyrazol-4-yl)amino)propanoyl)-5,5-difluoro-2-azabicyclo[2.2.2]octane-3-carboxamide